ClC=1C=C(C(=O)N2CC=3C(=NN4C3C(N([C@@H](C4)C)CC4=CC=C(C=C4)OC(F)F)=O)C[C@H]2C)C=CC1Cl |o1:15| (3R,8R*)-2-(3,4-dichlorobenzoyl)-9-(4-(difluoromethoxy)benzyl)-3,8-dimethyl-1,2,3,4,8,9-hexahydropyrido[4',3':3,4]pyrazolo[1,5-a]pyrazin-10(7H)-one